O=S1(C[C@@H](C=C1)NC(C1=C(N=C(C=C1)C1(CCCCC1)C)OC)=O)=O (R)-N-(1,1-dioxido-2,3-dihydrothiophen-3-yl)-2-methoxy-6-(1-methylcyclohexyl)nicotinamide